[As]1=CC=CC2=CC=CC=C12 arsinoline